5-methylpyridin-4,3-d CC=1C(=C(C=NC1)[2H])[2H]